BrC=1C=C(SC1)CC(=O)O[C@H]1[C@H](N(C[C@@H]1OC(=O)OC(C)(C)C)C(=O)OC(C)(C)C)CC1=CC=C(C=C1)OC tert-butyl (2R,3S,4S)-3-{[2-(4-bromothiophen-2-yl)acetyl]oxy}-4-[(tert-butoxycarbonyl)oxy]-2-[(4-methoxyphenyl)methyl]pyrrolidine-1-carboxylate